ClC1=C(C=C(C=C1)C1CC(N(C(C1)=O)C12CC(C1)(C2)C2=CC=NC=C2)=O)F 4-(4-chloro-3-fluorophenyl)-1-(3-(pyridin-4-yl)bicyclo[1.1.1]pentan-1-yl)piperidine-2,6-dione